(S)-1-(3'-(5-(3-aminopyrrolidin-1-yl)pyridin-3-yl)-3-chloro-5'-fluoro-2'-hydroxy-[1,1'-biphenyl]-4-yl)-3-methyl-1H-imidazol-2(3H)-one N[C@@H]1CN(CC1)C=1C=C(C=NC1)C=1C(=C(C=C(C1)F)C1=CC(=C(C=C1)N1C(N(C=C1)C)=O)Cl)O